CC1=CN=C2C=CC3=C(C2=N1)N=C(N3C)N The molecule is an imidazoquinoxaline that is 3H-imidazo[4,5-f]quinoxaline substituted at positions 3 and 8 by methyl groups and at position 2 by an amino group. A mutagenic compound found in cooked beef. It has a role as a mutagen, a carcinogenic agent, a genotoxin and a Maillard reaction product. It is an imidazoquinoxaline and an aromatic amine.